4-(2-((3-cyano-5-(3-fluorobenzyl)-4,5,6,7-tetrahydrothieno[3,2-c]pyridin-2-yl)amino)-2-oxoethyl)-2-ethoxybenzamide C(#N)C1=C(SC2=C1CN(CC2)CC2=CC(=CC=C2)F)NC(CC2=CC(=C(C(=O)N)C=C2)OCC)=O